5,6-dihydro-3-(4-morpholinyl)-1-(4-nitrophenyl)-2(1H)-pyridone N1(CCOCC1)C=1C(N(CCC1)C1=CC=C(C=C1)[N+](=O)[O-])=O